5-chloro-4-(6-chloro-2,2-dimethyl-2H-chromen-8-yl)thiophen-2-amine ClC1=C(C=C(S1)N)C=1C=C(C=C2C=CC(OC12)(C)C)Cl